butanoic acid 3-(benzyloxy)-3-oxopropyl ester C(C1=CC=CC=C1)OC(CCOC(CCC)=O)=O